N,N,N',N'-tetraallyl-malonamide C(C=C)N(C(CC(=O)N(CC=C)CC=C)=O)CC=C